(1R,3S,5R)-2-(2-(3-acetyl-7-methyl-5-(2-methylpyrimidin-5-yl)-1H-pyrazolo[3,4-c]pyridin-1-yl)acetyl)-N-(6-bromo-4-fluoropyridin-2-yl)-5-methyl-2-azabicyclo[3.1.0]hexane-3-carboxamide C(C)(=O)C1=NN(C2=C(N=C(C=C21)C=2C=NC(=NC2)C)C)CC(=O)N2[C@@H]1C[C@@]1(C[C@H]2C(=O)NC2=NC(=CC(=C2)F)Br)C